ClC1=CC=C(C=C1)[C@@]1(N(C(C2=CC(=CC=C12)C(C)(C)O)=O)CC1=CC=C(C=C1)Cl)OCC=1C=NNC1 (3R)-3-(4-Chlorophenyl)-2-[(4-chlorophenyl)methyl]-6-(2-hydroxypropan-2-yl)-3-[(1H-pyrazol-4-yl)methoxy]-2,3-dihydro-1H-isoindol-1-on